N-(2-Chloro-4-(trifluoromethyl)phenyl)-2-(5-ethyl-6-(4-(5-hydroxy-6-methylpyrimidine-4-carbonyl)piperazin-1-yl)-7-oxo-2-phenoxy-[1,2,4]triazolo[1,5-a]pyrimidin-4(7H)-yl)acetamide ClC1=C(C=CC(=C1)C(F)(F)F)NC(CN1C=2N(C(C(=C1CC)N1CCN(CC1)C(=O)C1=NC=NC(=C1O)C)=O)N=C(N2)OC2=CC=CC=C2)=O